FC1=CC=C(C=C1)N1C(N(C=C(C1=O)C(=O)Cl)C(C)C)=O (4-fluorophenyl)-1-isopropyl-2,4-dioxo-1,2,3,4-tetrahydropyrimidine-5-carbonyl chloride